1-(7-(fluoro(6-(trifluoromethyl)pyridin-3-yl)methyl)-3,4-dihydroisoquinolin-2(1H)-yl)prop-2-en-1-one FC(C1=CC=C2CCN(CC2=C1)C(C=C)=O)C=1C=NC(=CC1)C(F)(F)F